Br[C@H](C(=O)O)CCC(=O)O (S)-2-bromopentanedioic acid